C(C1C(C(=O)O)CCCC1)(=O)O.C1CO1 ethylene oxide hexa-hydro-phthalate